dodecane-8,11-dien-1-ol C(CCCCCCC=CCC=C)O